(4-(4-oxocyclohexyl)phenoxy)-1H-1,2,3-triazole-4-carboxylic acid O=C1CCC(CC1)C1=CC=C(ON2N=NC(=C2)C(=O)O)C=C1